FC(S(=O)(=O)OC1=C(C=CC=C1)OC)(F)F methoxyphenyl trifluoromethanesulfonate